(S)-4-ethyl-8-fluoro-4-hydroxy-9-(2-hydroxypropane-2-yl)-11-methyl-1,12-dihydro-14H-pyrano[3',4':6,7]indolizino[2,1-b]quinoline-3,6,14(4H,11H)-trione C(C)[C@]1(C(OCC=2C(N3CC=4N(C5=CC(=C(C=C5C(C4C3=CC21)=O)F)C(C)(C)O)C)=O)=O)O